C12(CC(C1)C2)N2C=C(C(=CC2=O)N[C@@H]2CN1CCC2CC1)C(=O)N[C@H](C)C1=C(C(=CC=C1)C(F)F)F 1-(bicyclo[1.1.1]pent-1-yl)-N-((R)-1-(3-(difluoromethyl)-2-fluorophenyl)ethyl)-6-oxo-4-(((S)-quinuclidin-3-yl)amino)-1,6-dihydropyridine-3-carboxamide